5-[(R)-1-(3,5-Dichloropyridine-4-yl)ethoxy]-3-[5-(4-methylpiperazine-1-yl)-1H-benzoimidazole-2-yl]-1H-indazole ClC=1C=NC=C(C1[C@@H](C)OC=1C=C2C(=NNC2=CC1)C1=NC2=C(N1)C=CC(=C2)N2CCN(CC2)C)Cl